glycerol mono-laurate C(CCCCCCCCCCC)(=O)OCC(O)CO